N-{5-[(3,4-dimethoxyphenyl)carbamoyl]-2-methylphenyl}-1-methyl-1H-imidazole-5-carboxamide COC=1C=C(C=CC1OC)NC(=O)C=1C=CC(=C(C1)NC(=O)C1=CN=CN1C)C